methyl 4-(2-chloroethoxy)-3-cyanobenzoate ClCCOC1=C(C=C(C(=O)OC)C=C1)C#N